[Si].[Al].[Fe] iron aluminum-silicon